ClC1=C(C=CC=C1)NS(=O)(=O)C1=C(C=CC(=C1)OC)NC(C1=CC(=CC=C1)S(=O)(=O)N1CC(CC(C1)C)C)=O N-(2-(N-(2-chlorophenyl)sulfamoyl)-4-methoxyphenyl)-3-((3,5-dimethylpiperidin-1-yl)sulfonyl)benzamide